8-(tert-butoxycarbonylamino)octanoic acid C(C)(C)(C)OC(=O)NCCCCCCCC(=O)O